C1(=CC=CC=C1)S(=O)(=O)NC(=O)CC[C@@H](C(=O)O)NC(=O)C1=NC=C(C=C1)NC(NC1=C(N=C(NC1=O)N)N)=O (2S)-4-[(benzenesulfonyl)carbamoyl]-2-[(5-{[(2,4-diamino-6-oxo-1,6-dihydropyrimidin-5-yl)carbamoyl]amino}pyridin-2-yl)formamido]butanoic acid